ClC1=NC(=CC=C1C(=O)NS(=O)(=O)C1=CC=CC(=N1)NCCCCCC1CC(N(C1)C(=O)OC(C)(C)C)(C)C)N1N=C(C=C1)OCCC1(CC1)C(F)(F)F tert-Butyl 4-[5-[[6-[[2-chloro-6-[3-[2-[1-(trifluoromethyl)cyclopropyl]ethoxy]pyrazol-1-yl]pyridine-3-carbonyl]sulfamoyl]-2-pyridyl]amino]pentyl]-2,2-dimethyl-pyrrolidine-1-carboxylate